C[Si](CCOCN1C(=NC2=C1C=CC=C2)C=O)(C)C 1-{[2-(trimethylsilyl)ethoxy]methyl}-1,3-benzodiazole-2-carbaldehyde